1,1-bis(t-butylperoxy)-3,5,5-trimethylcyclohexane C(C)(C)(C)OOC1(CC(CC(C1)(C)C)C)OOC(C)(C)C